(5R,6R)-5-(4-(4-(Dimethoxymethyl)piperidin-1-yl)-3-fluorophenyl)-6-isobutyl-5,6,7,8-tetrahydronaphthalen-2-ol COC(C1CCN(CC1)C1=C(C=C(C=C1)[C@@H]1C=2C=CC(=CC2CC[C@@H]1CC(C)C)O)F)OC